NC1=C(C(=O)C2=CC(=CC=C2)Cl)C=CC=C1 2-amino-3'-chlorobenzophenone